diisopropyl ((((3s,4r)-3-methoxypiperidin-4-yl) amino) methyl) phosphate P(=O)(OC(C)C)(OC(C)C)OCN[C@H]1[C@H](CNCC1)OC